tert-Butyl (1S,3S)-3-((6-(5-formyl-1-methyl-1H-1,2,3-triazol-4-yl)-2-methylpyridin-3-yl)oxy)cyclohexane-1-carboxylate C(=O)C1=C(N=NN1C)C1=CC=C(C(=N1)C)O[C@@H]1C[C@H](CCC1)C(=O)OC(C)(C)C